FC(OC1=CC=C(C=C1)N1N=C(N=C1)C1=CC=C(C=C1)CC(C)=O)(F)F 1-(4-(1-(4-(trifluoromethoxy)phenyl)-1H-1,2,4-triazol-3-yl)phenyl)propan-2-one